CN(C1=NC=CC2=C(C=CC=C12)S(=O)(=O)N1CCNCC1)C 4-((1-(dimethylamino)isoquinolin-5-yl)sulfonyl)piperazin